C(C)OP(OCC)(=O)C(C(=C)B1OC(C(O1)(C)C)(C)C)C1=CC=CC=C1 diethyl(1-phenyl-2-(4,4,5,5-tetramethyl-1,3,2-dioxaborolan-2-yl)allyl)phosphonate